FC(C1=C(C=C2CCCN(C2=C1)C=1C=C(C=C2CN(CC12)C(NC)=O)C=1CCN(CC1)C(=O)OCC1=CC=CC=C1)C=1C=NN(C1)C)F benzyl 4-{7-[7-(difluoromethyl)-6-(1-methylpyrazol-4-yl)-3,4-dihydro-2H-quinolin-1-yl]-2-(methylcarbamoyl)-1,3-dihydroisoindol-5-yl}-3,6-dihydro-2H-pyridine-1-carboxylate